tert-Butyl 1H,2H,3H,4H,5H,6H-pyrrolo[3,4-c]pyrrole-2-carboxylate hydrochloride Cl.C1N(CC2=C1CNC2)C(=O)OC(C)(C)C